C(CCC=C)(=O)NC1=C(C=CC=C1)C1=NN=C(O1)[C@H](CC=C)NC(OC(C)(C)C)=O (S)-tert-Butyl 1-(5-(2-pent-4-enamidophenyl)-1,3,4-oxadiazol-2-yl)but-3-enylcarbamate